6'-chloro-5-fluoro-N-(4-fluorophenyl)-N-methyl-[3,4'-bipyridine]-2'-carboxamide ClC1=CC(=CC(=N1)C(=O)N(C)C1=CC=C(C=C1)F)C=1C=NC=C(C1)F